(1R,5R,17S)-5-ethyl-3-imino-15,15-dimethyl-14,24-dioxa-2,4,18-triazahexacyclo[18.6.2.22,5.210,13.012,17.023,27]dotriaconta-10,12,20,22,27,29-hexaene-19,32-dione C(C)[C@@]12NC(N([C@@H]3CCOC4=CC=C(C(N[C@H]5CC(OC6=C5C=C(CCCC1)C=C6)(C)C)=O)C=C34)C(C2)=O)=N